C(C1=CC=CC=C1)OC1(CCCCC2CCN(C3=C(C=C(C(C4=NN=C1O4)=N3)N)C(F)(F)F)C2)C(F)(F)F 10-(benzyloxy)-10,18-bis(trifluoromethyl)-20-oxa-2,12,13,19-tetraazatetracyclo[13.3.1.12,5.111,14]heneicosane-1(18),11,13,15(19),16-penta-en-16-amine